4-((S)-4-acryloyl-2-methylpiperazin-1-yl)-7-(2-amino-5-chloro-3,6-difluorophenyl)-6-chloro-1-(2-isopropyl-4-(methylthio)pyridin-3-yl)pyrido[2,3-d]pyrimidin-2(1H)-one C(C=C)(=O)N1C[C@@H](N(CC1)C=1C2=C(N(C(N1)=O)C=1C(=NC=CC1SC)C(C)C)N=C(C(=C2)Cl)C2=C(C(=CC(=C2F)Cl)F)N)C